(dimethyl-fluorenyl)[(diphenyl-d10)triazinylphenyl-d4]dibenzofuran CC=1C(=C(C=2CC3=CC=CC=C3C2C1)C1=C(C2=C(OC3=C2C=CC=C3)C=C1)C1=C(C(=C(C(=C1C1=NN=NC(=C1C1(C(C(C(C(C1[2H])([2H])[2H])([2H])[2H])([2H])[2H])([2H])[2H])[2H])C1(C(C(C(C(C1[2H])([2H])[2H])([2H])[2H])([2H])[2H])([2H])[2H])[2H])[2H])[2H])[2H])[2H])C